3-bromo-5-methyl-N,N-diphenyl-aniline BrC=1C=C(N(C2=CC=CC=C2)C2=CC=CC=C2)C=C(C1)C